Cl.C[C@]12CC(C[C@](CC1)(N2)C)N2N=NC1=C2N=NC(=C1)C1=C(C=C(C=C1)C=1C=NNC1)O 2-{3-[(1r,5s)-1,5-dimethyl-8-azabicyclo[3.2.1]oct-3-yl]-3H-[1,2,3]triazolo[4,5-c]pyridazin-6-yl}-5-(1H-pyrazol-4-yl)phenol hydrochloride